BrC1=C(C=C2C(=NC=NC2=C1F)N([C@H]1CN(CC1)C(=O)OC(C)(C)C)C)C(F)(F)F tert-butyl (3R)-3-[[7-bromo-8-fluoro-6-(trifluoromethyl)quinazolin-4-yl]-methyl-amino]pyrrolidine-1-carboxylate